NC1=CC(=C(C(=O)NCC2CCN(CC2)CCCCCNC(=O)C2=CN(C3=CC=CC=C23)C)C=C1Cl)OC 4-amino-5-chloro-2-methoxy-N-[1-[5-(1-methylindol-3-ylcarbonylamino)pentyl]piperidin-4-yl-methyl]benzamide